4-((1-(2-(4-methylpiperazin-1-yl)ethyl)-1H-pyrazol-4-yl)amino)-2-phenylpyrimido[4,5-d]pyridazin-5(6H)-one CN1CCN(CC1)CCN1N=CC(=C1)NC1=NC(=NC=2C=NNC(C21)=O)C2=CC=CC=C2